Tert-butyl (R)-4-((R)-3-amino-3-(4-chlorobenzyl) piperidin-1-yl)-3-((6-methylpyridin-2-yl) methyl)-4-oxobutanoate N[C@@]1(CN(CCC1)C([C@@H](CC(=O)OC(C)(C)C)CC1=NC(=CC=C1)C)=O)CC1=CC=C(C=C1)Cl